C1(=CC=CC=C1)C(C1=CC=CC=C1)=NC1=CC=C(C(=N1)NC(C(C)(C)C)=O)S(=O)(=O)C N-(6-((diphenylmethylene)amino)-3-(methylsulfonyl)pyridin-2-yl)trimethylacetamide